1-(3,4-dimethyl-2-(p-tolyl)-2H-pyrazolo[3,4-d]pyridazin-7-yl)-N-(3-(dimethylamino)propyl)-2-methylpiperidine-4-carboxamide CC=1N(N=C2C(=NN=C(C21)C)N2C(CC(CC2)C(=O)NCCCN(C)C)C)C2=CC=C(C=C2)C